(S)-N-(1-cyanopyrrolidin-3-yl)-[1,1'-biphenyl]-4-sulfonamide C(#N)N1C[C@H](CC1)NS(=O)(=O)C1=CC=C(C=C1)C1=CC=CC=C1